CC1=NN(C=N1)C1=CC=C(C=N1)S(=O)(=O)NC=1C=CC=C2C=NN(C12)C 6-(3-METHYL-1H-1,2,4-TRIAZOL-1-YL)-N-(1-METHYL-1H-INDAZOL-7-YL)PYRIDINE-3-SULFONAMIDE